methyl 6-((2-cyano-2-methylpropyl) amino)-5-nitropyridinecarboxylate C(#N)C(CNC1=C(C=CC(=N1)C(=O)OC)[N+](=O)[O-])(C)C